7-isopropoxy-2-((1R,4S)-1-methyl-2-oxabicyclo[2.2.1]hept-4-yl)-N-(1-((1S,2S)-2-methylcyclopropyl)-2-oxo-1,2-dihydropyridin-3-yl)imidazo[1,2-a]pyrimidine-6-carboxamide C(C)(C)OC1=NC=2N(C=C1C(=O)NC=1C(N(C=CC1)[C@@H]1[C@H](C1)C)=O)C=C(N2)[C@]21CO[C@](CC2)(C1)C